O1CCCC12CN(CC2)[C@H]2COC1=CC=CC=C1[C@@H]2N (3R,4S)-3-(1-oxa-7-azaspiro[4.4]nonan-7-yl)chroman-4-amine